N1=CN=CC2=C1OCC2=O furo[2,3-d]pyrimidin-5(6H)-one